4-(chloromethyl)-N,N-bis(3-(2-methoxyethoxy)benzyl)thiazol-2-amine ClCC=1N=C(SC1)N(CC1=CC(=CC=C1)OCCOC)CC1=CC(=CC=C1)OCCOC